CS(=O)(=O)O[C@H]1CC[C@H](CC1)C(=O)OCC ethyl cis-4-((methylsulfonyl)oxy)cyclohexane-1-carboxylate